C(#N)CC1(CN(C1)S(N)(=O)=O)N1CCC(CC1)N(C(OC(C)(C)C)=O)[C@H]1[C@@H](C1)C1=CC=CC=C1 tert-butyl (1-(3-(cyanomethyl)-1-sulfamoylazetidin-3-yl)piperidin-4-yl)((1R,2S)-2-phenylcyclopropyl)carbamate